OC(C)(C)C1=C(C=CC=C1)NC1=NC=NC2=CC(=C(C=C12)NC(C=C)=O)OC N-(4-((2-(2-hydroxypropan-2-yl)phenyl)amino)-7-methoxyquinazolin-6-yl)acrylamide